S(=O)(=O)(O)O.C(C=C)OC1=CC=CC=C1 allylphenyl ether sulfate salt